COC1=C(C=CC=C1)NC1=NC=CC(=N1)C1=CN(C2=CC=CC=C12)C N-(2-methoxyphenyl)-4-(1-methyl-1H-indol-3-yl)pyrimidin-2-amine